S(=O)(=O)=C1C(C=CC(=C1)N)N 2-sulfonyl-1,4-phenylenediamine